C(C)C1=C(C=CC(=C1)F)C(C)O 1-(2-ethyl-4-fluorophenyl)ethan-1-ol